COC(C1=C(C=CC(=C1)NCCCCCl)OCC)=O 5-(4-Chlorobutylamino)-2-ethoxybenzoic acid methyl ester